4-[5-(2-methoxyethoxy)-2-pyridyl]-2-methyl-6-(3,3,3-trifluoropropylsulfanyl)pyridine-3,5-dicarbonitrile COCCOC=1C=CC(=NC1)C1=C(C(=NC(=C1C#N)SCCC(F)(F)F)C)C#N